C(CCCCCCCCCCCCCC(CCCCC)O)O 1,15-eicosanediol